(3R,5R)-3-((3-amino-1,2,4-triazin-6-yl)methyl)-2-oxo-5-(trifluoromethyl)piperidine-3-carboxylic acid NC=1N=NC(=CN1)C[C@]1(C(NC[C@@H](C1)C(F)(F)F)=O)C(=O)O